(3aR,5s,6aS)-N-(3-methoxy-1,2,4-thiadiazol-5-yl)-5-(2-oxo-3,6-dihydroimidazo[4,5-d]pyrrolo[2,3-b]pyridin-1(2H)-yl)hexahydrocyclopenta[c]pyrrole-2(1H)-carboxamide COC1=NSC(=N1)NC(=O)N1C[C@@H]2[C@H](C1)CC(C2)N2C(NC=1C2=C2C(=NC1)NC=C2)=O